2,2-dihexylnonanoat C(CCCCC)C(C(=O)[O-])(CCCCCCC)CCCCCC